[4-((1Z)-2-(Acetylamino)-3-{[1-(1,1'-biphenyl-4-ylmethyl)-2-oxoazepan-3-YL]amino}-3-oxoprop-1-enyl)-2-formylphenyl]acetic acid C(C)(=O)N\C(=C/C1=CC(=C(C=C1)CC(=O)O)C=O)\C(=O)NC1C(N(CCCC1)CC1=CC=C(C=C1)C1=CC=CC=C1)=O